ClC=1N=C2C(=C(C(N(C2=CC1)C)=O)C#N)N1C[C@H]([C@H](CC1)N(C1=CC=C(C=C1)F)C)C 6-chloro-4-[(3R,4S)-4-(4-fluoro-N-methyl-anilino)-3-methyl-1-piperidyl]-1-methyl-2-oxo-1,5-naphthyridine-3-carbonitrile